ClC1=CC=C(CN2CCC(CC2)NC[C@@H](COC2=C(C(=O)OC)C=CC(=C2)F)O)C=C1 Methyl 2-({2S}-3-[(1-[4-chlorobenzyl]-4-piperidinyl)amino]-2-hydroxypropoxy)-4-fluorobenzoate